2,2-bis(3,5-dimethyl-4-hydroxy-phenyl)propane CC=1C=C(C=C(C1O)C)C(C)(C)C1=CC(=C(C(=C1)C)O)C